FC1=C2C=CC=NC2=C(C(=C1F)[N+](=O)[O-])O 5,6-difluoro-7-nitroquinolin-8-ol